BrCCO[Si](C)(C)C(C)(C)C (2-bromoethoxy)-tert-butyl-dimethylsilane